3-ethyl-3-chloromethyl-oxetane C(C)C1(COC1)CCl